((dimethylamino)methyl)-5-fluoro-3-(2-fluoro-3-((N-methylsulfamoyl)amino)benzyl)-2-oxo-2H-chromen-7-yl dimethylcarbamate CN(C(OC1=CC(=C2C(=C(C(OC2=C1)=O)CC1=C(C(=CC=C1)NS(NC)(=O)=O)F)CN(C)C)F)=O)C